FC=1C=C(C=CC1F)CC(C)(O)C 1-(3,4-difluorophenyl)-2-methylpropan-2-ol